hexadecan-1-yl dotriacontanoate C(CCCCCCCCCCCCCCCCCCCCCCCCCCCCCCC)(=O)OCCCCCCCCCCCCCCCC